C(C(=C)C)(=O)OCCC[Si](OC)(OC)OC γ-methacryloxy-propyl-trimethoxysilane